COC1OCC(O1)COCCC(C(C(C(C(C(F)(F)F)(F)F)(F)F)(F)F)(F)F)(F)F 2-methoxy-4-(((3,3,4,4,5,5,6,6,7,7,8,8,8-tridecafluorooctyl)oxy)methyl)-1,3-dioxolane